CN1N=CC=C1C(=O)O methyl-1H-pyrazole-5-carboxylic acid